N1=NN(C2=NC=CC=C21)C2=CC=C(C(=O)N(C1=NC=CC3=CC=CC(=C13)C)C1CCNCCC1)C=C2 4-(3H-[1,2,3]triazolo[4,5-b]pyridin-3-yl)-N-(azepan-4-yl)-N-(8-methylisoquinolin-1-yl)benzamide